3-(5-bromopyrimidin-2-yl)-5-fluoro-2-methylpyridine 1-oxide BrC=1C=NC(=NC1)C=1C(=[N+](C=C(C1)F)[O-])C